5-benzylidene-2,2-dimethyl-1-(1H-1,2,4-triazole-1-ylmethyl)cyclopentanol C(C1=CC=CC=C1)=C1CCC(C1(O)CN1N=CN=C1)(C)C